BrC1=CC=C(C=C1)N1C2(CCC2)CCC1=O 5-(4-bromophenyl)-5-azaspiro[3.4]octan-6-one